2-chloro-ethyl acrylate C(C=C)(=O)OCCCl